FC=1C=C(C(=O)NCC=2N=NN(C2)[C@@H](CC(=O)NO)CC2=CC=C(C=C2)C(F)(F)F)C=CC1F 3,4-difluoro-N-[[1-[(1R)-3-(hydroxyamino)-3-oxo-1-[[4-(trifluoromethyl)phenyl]methyl]propyl]triazol-4-yl]methyl]benzamide